N-[(1R)-1-(3-cyano-2-fluoro-5-nitro-phenyl)ethyl]-1-(2-fluorophenyl)-6-oxo-pyridazine-3-carboxamide C(#N)C=1C(=C(C=C(C1)[N+](=O)[O-])[C@@H](C)NC(=O)C1=NN(C(C=C1)=O)C1=C(C=CC=C1)F)F